3-Methyloxetan-3-yl (4-nitrophenyl) carbonate C(OC1(COC1)C)(OC1=CC=C(C=C1)[N+](=O)[O-])=O